tert-butyl ((1s,3s)-3-((4-((3,4-dichloro-2-fluorophenyl)amino)-7-(2-(dimethylamino)ethoxy)quinazolin-6-yl)oxy)cyclobutyl)carbamate ClC=1C(=C(C=CC1Cl)NC1=NC=NC2=CC(=C(C=C12)OC1CC(C1)NC(OC(C)(C)C)=O)OCCN(C)C)F